2-(benzyloxy)-5-bromo-3-fluorobenzaldehyde C(C1=CC=CC=C1)OC1=C(C=O)C=C(C=C1F)Br